7-chloro-2-methyl-5-(pyrimidin-4-yl)thiazolo[5,4-d]pyrimidine ClC=1C2=C(N=C(N1)C1=NC=NC=C1)SC(=N2)C